(S)-5-{amino[1-(bicyclo[1.1.1]pentan-1-yl)-1H-1,2,3-triazol-4-yl]methyl}-1-methylquinolin-2(1H)-one N[C@@H](C1=C2C=CC(N(C2=CC=C1)C)=O)C=1N=NN(C1)C12CC(C1)C2